8-((3R,5S)-4-Cyclobutyl-3,5-dimethyl-piperazin-1-yl)-6,6-dimethyl-11-oxo-6,11-dihydro-5H-benzo[b]carbazole-3-carbonitrile C1(CCC1)N1[C@@H](CN(C[C@@H]1C)C=1C=CC2=C(C(C=3NC4=CC(=CC=C4C3C2=O)C#N)(C)C)C1)C